2-(chloromethyl)-1-(oxetan-2-ylmethyl)-1H-benzo[d]Imidazole-5-carboxylic acid methyl ester COC(=O)C1=CC2=C(N(C(=N2)CCl)CC2OCC2)C=C1